N1=CC=C(C=C1)N1C(C(C2=CC=CC=C12)N=C(C1=CC=CC=C1)C1=CC=CC=C1)=O 1-(pyridin-4-yl)-3-((diphenylmethylene)amino)indol-2-one